CC(=O)C(=O)[C@@H]([C@H]([C@@H]([C@@H](CO)O)O)O)N Acetyl-D-Glucosamine